4-(2-[2,8-dimethylimidazo[1,2-b]pyridazin-6-yl]thieno[2,3-d][1,3]thiazol-5-yl)piperidine CC=1N=C2N(N=C(C=C2C)C=2SC3=C(N2)SC(=C3)C3CCNCC3)C1